C(#N)C1=C(C=CC(=C1)C(F)(F)F)N1CCC(CC1)(C=1C=CC(=NC1)C=1C(=NC=CC1)OCC)NC(=O)[C@H]1CNCC1 (3R)-N-{1-[2-cyano-4-(trifluoromethyl)phenyl]-4-{2'-ethoxy-[2,3'-bipyridin]-5-yl}piperidin-4-yl}pyrrolidine-3-carboxamide